ClC1=CC(=C2C(N(C(C2=C1)CC1=C(C=NN1C)Cl)CC1CC2(C1)OC(NC2)=O)=O)F 2-((6-chloro-1-((4-chloro-1-methyl-1H-pyrazol-5-yl)methyl)-4-fluoro-3-oxoisoindolin-2-yl)methyl)-5-oxa-7-azaspiro[3.4]octan-6-one